7-(2-chloro-3-trifluoromethyl-benzoylamino)-3,4-dihydro-1H-isoquinoline-2-carboxylic acid tert-butyl ester C(C)(C)(C)OC(=O)N1CC2=CC(=CC=C2CC1)NC(C1=C(C(=CC=C1)C(F)(F)F)Cl)=O